CC=1C=C(C(=O)N)C=C(N1)S(=O)(=O)C 2-methyl-6-(methylsulfonyl)isonicotinamide